F[B] Fluoroboron